(4,4-difluoro-1-oxaspiro[4.5]decan-8-yl)carbamate FC1(CCOC12CCC(CC2)NC([O-])=O)F